1-((R)-1-(5-fluoropyridin-3-yl)ethyl)-4-oxo-6-((1S,2S)-2-(pyrimidin-2-yl)cyclobutyl)-4,5-dihydro-1H-pyrazolo[3,4-d]pyrimidine-3-carbonitrile FC=1C=C(C=NC1)[C@@H](C)N1N=C(C2=C1N=C(NC2=O)[C@@H]2[C@H](CC2)C2=NC=CC=N2)C#N